[N+](=O)([O-])C=1C(=NC=C(C1)C(F)(F)F)N1C(CNCC1)C(=O)O 1-(3-nitro-5-(trifluoromethyl)pyridin-2-yl)piperazine-2-carboxylic acid